CS(=O)(=O)CC12CNC(C1)C2 4-(Methylsulfonylmethyl)-2-azabicyclo[2.1.1]hexane